C(C(C)C)S(=O)(=O)N(S(=O)(=O)CC(C)C)C=1C=C(C=C2CCCNC12)C(CCCC)=O N-isobutylsulfonyl-2-methyl-N-(6-pentanoyl-1,2,3,4-tetrahydroquinolin-8-yl)propane-1-sulfonamide